ClC1=C(C=CC=C1)CC(=O)NC1=CC(=C(C=C1)N1N=C(N=C1)C1CCC1)S(N)(=O)=O 2-(2-chlorophenyl)-N-[4-(3-cyclobutyl-1H-1,2,4-triazol-1-yl)-3-sulfamoylphenyl]acetamide